FC(C1=C(C=CC(=C1)C(F)(F)F)C1CCC2=C(N(C1=O)CC#CC=1C=NN(C1)CS(=O)(=O)C)C=CC(=C2)F)(F)F 3-(2,4-Bis(trifluoromethyl)phenyl)-7-fluoro-1-(3-(1-(methylsulfonylmethyl)-1H-pyrazol-4-yl)prop-2-ynyl)-4,5-dihydro-1H-benzo[b]azepine-2(3H)-one